acryl-glycyl-ammonia C(=O)(C=C)NCC(=O)N